BrC1=CC=C(C=C1)N1C(CC2=CC=CC=C12)=O 1-(4-bromophenyl)indol-2-one